tert-Butyl 4-(((5-(tert-butyl)-4-chloro-2-hydroxyphenyl)amino)methyl)furan-2-carboxylate C(C)(C)(C)C=1C(=CC(=C(C1)NCC=1C=C(OC1)C(=O)OC(C)(C)C)O)Cl